Cl.FC(C([C@@H](C(=O)NN)NC(OC)=O)(C)C)(F)F methyl (S)-(4,4,4-trifluoro-1-hydrazinyl-3,3-dimethyl-1-oxobutan-2-yl)carbamate HCl salt